3-(diethylamino)-2,2-dimethylpropionaldehyde C(C)N(CC(C=O)(C)C)CC